5-(8-((1S,2S)-2-(1H-benzo[d]imidazol-2-yl)cyclopropyl)imidazo[1,2-b]pyridazin-6-yl)pyrimidine-2,4(1H,3H)-dione N1C(=NC2=C1C=CC=C2)[C@@H]2[C@H](C2)C=2C=1N(N=C(C2)C=2C(NC(NC2)=O)=O)C=CN1